2,2,2-trifluoro-1-(7-methoxy-1-methyl-3,4-dihydroisoquinolin-2(1H)-yl)ethan-1-one FC(C(=O)N1C(C2=CC(=CC=C2CC1)OC)C)(F)F